O=C1N(CC2=C3C(=CC=C12)C1(CO3)CCNCCC1)C1C(NC(CC1)=O)=O 3-(6'-oxo-6',8'-dihydro-2'H,7'H-spiro[azepane-4,3'-furo[2,3-e]isoindol]-7'-yl)piperidine-2,6-dione